(S)-1-(tert-butoxycarbonyl)-2-methylpiperazine C(C)(C)(C)OC(=O)N1[C@H](CNCC1)C